N1N=CC(=C1)C1=CC=C(C=C1)N1C(N(C2(C1)CCOCC2)CC=2C=C(C(=O)NCCO)C=CC2)=O 3-((3-(4-(1H-pyrazol-4-yl)phenyl)-2-oxo-8-oxa-1,3-diazaspiro[4.5]decan-1-yl)methyl)-N-(2-hydroxyethyl)benzamide